O1C(=NC2=C1C=CC=C2)C2=CC=C(C=C2)C2=CC=C(C=C2)N(C2=CC=C(C=C2)C2=CC=C(C=C2)C2=CC1=C(N=C(O1)C1=CC=CC=C1)C=C2)C2=CC=CC=C2 N-(4'-benzooxazole-2-yl-[1,1']biphenyl-4-yl)-N-phenyl-N-{4'-(2-phenyl-benzooxazole-6-yl)-[1,1']biphenyl-4-yl}-amine